2-(5,6-difluoro-1H-indazol-3-yl)-6,7-dimethyl-7H-pyrrolo[3,4-b]pyridin-5-one FC=1C=C2C(=NNC2=CC1F)C1=CC=C2C(=N1)C(N(C2=O)C)C